1'-(6-amino-5-((2-amino-3-chloropyridin-4-yl)thio)pyrazin-2-yl)-4,6-dihydrospiro[cyclopenta[b]furan-5,4'-piperidin]-4-amine NC1=C(N=CC(=N1)N1CCC2(CC1)C(C1=C(OC=C1)C2)N)SC2=C(C(=NC=C2)N)Cl